5-CARBAMOYLTHIOPHEN-3-YLBORONIC ACID C(N)(=O)C1=CC(=CS1)B(O)O